CN(C)C[C@@]1([C@H](N(CC1)C(=O)OCC1=CC=CC=C1)C(=O)OC)CCCB1OC(C(O1)(C)C)(C)C 1-benzyl 2-methyl (2S,3R)-3-((dimethylamino)methyl)-3-(3-(4,4,5,5-tetramethyl-1,3,2-dioxaborolan-2-yl)propyl)pyrrolidine-1,2-dicarboxylate